Trimethylpentanediol CCCC(C)(C)C(C)(O)O